(R or S)-4-(2-(3-(2-(5-fluoro-thiophen-2-yl)ethyl)-1-(2-(6-methylpyridin-3-yl)propan-2-yl)pyrrolidin-3-yl)propan-2-yl)morpholine FC1=CC=C(S1)CC[C@@]1(CN(CC1)C(C)(C)C=1C=NC(=CC1)C)C(C)(C)N1CCOCC1 |o1:8|